CC(CCCCCO)(CC)O 6-methyl-1,6-octanediol